ClCCCCS(=O)(=O)N(CC1=CC=C(C=C1)OC)CC1=CC=C(C=C1)OC 4-Chloro-N,N-bis(4-methoxybenzyl)butane-1-sulfonamide